2-(3,5-Dichloro-4-((2-(4-methylbenzyl)-1-oxo-1,2,3,4-tetrahydroisoquinoline-6-yl)oxy)phenyl)-1,2,4-triazine ClC=1C=C(C=C(C1OC=1C=C2CCN(C(C2=CC1)=O)CC1=CC=C(C=C1)C)Cl)N1NC=CN=C1